CC1(OC(C=2C(=C3C4C(C(OC3=CC2CCCCC)(C)C)CCC(=C4)C)O1)=O)CC(C)=O 2,8,8,11-tetramethyl-2-(2-oxopropyl)-5-pentyl-8a,9,10,12a-tetrahydro-4H,8H-benzo[c][1,3]dioxino[4,5-f]chromen-4-one